C(C1=CC=CC=C1)OC1=NC=2N(C(=C1)N1CCOCC1)N=C(C2)C2=NN(C(=C2)C)CCN(C)C 2-(3-(5-(benzyloxy)-7-morpholinopyrazolo[1,5-a]pyrimidin-2-yl)-5-methyl-1H-pyrazol-1-yl)-N,N-dimethylethylamine